tert-butyl (3R)-3-[(2-{[(benzyloxy)carbonyl]amino}ethyl)amino]pyrrolidine-1-carboxylate C(C1=CC=CC=C1)OC(=O)NCCN[C@H]1CN(CC1)C(=O)OC(C)(C)C